FC=1C(=CC=2N(C1)C=NN2)C[C@@H](CO)C (S)-3-(6-fluoro-[1,2,4]triazolo[4,3-a]pyridin-7-yl)-2-methylpropan-1-ol